ClC1=C(C(=CC=C1)C(F)(F)F)C=1CCCC2=C(C1C1=CC=C(C=C1)CC1CN(C1)CCCF)C=CC(=C2)C(=O)O 8-(2-chloro-6-(trifluoromethyl)phenyl)-9-(4-((1-(3-fluoropropyl)azetidin-3-yl)methyl)phenyl)-6,7-dihydro-5H-benzo[7]annulene-3-carboxylic acid